6-Amino-3-(4'-chloro-3-cyano-3-methyl-1',2'-dihydrospiro[cyclopentane-1,3'-pyrrolo[2,3-b]pyridin]-5'-yl)-2-fluoro-N-methyl-N-(2-morpholinoethyl)benzamide NC1=CC=C(C(=C1C(=O)N(CCN1CCOCC1)C)F)C=1C(=C2C(=NC1)NCC21CC(CC1)(C)C#N)Cl